FC(C(=O)O)(F)F.N[C@H]1CN(CC1)C1=NN=CC2=CC(=CC=C12)NC(C=C)=O (R)-N-(1-(3-aminopyrrolidin-1-yl)phthalazin-6-yl)acrylamide 2,2,2-trifluoroacetate